(E)-1-(((Z)-hex-3-en-1-yl) oxy)-1,5-dioxo-2,5-diphenylpent-3-en-2-ylbenzoate C(C\C=C/CC)OC(C(\C=C\C(C1=CC=CC=C1)=O)(C1=CC=CC=C1)OC(C1=CC=CC=C1)=O)=O